FC=1C=C(C=CC1)NC1=NC(=NC(=C1)C=1C=NC=C(C1)OC)[C@@H]1CC[C@@H](N(C1)C(C)=O)C (-)-1-((2S,5R)-5-(4-((3-fluorophenyl)amino)-6-(5-methoxypyridin-3-yl)pyrimidin-2-yl)-2-methylpiperidin-1-yl)ethan-1-one